(R)-2-(1-hydroxy-2-(phenylseleno)ethyl)phenol O[C@@H](C[Se]C1=CC=CC=C1)C1=C(C=CC=C1)O